CC(C)C[C@@H](C(=O)O)NC(=O)C(CNC(=O)/C=C/C(=O)OC)N The molecule is a dipeptide composed of 3-{[(2E)-4-methoxy-4-oxobut-2-enoyl]amino}alanine and L-leucine joined by peptide linkages. It has a role as a metabolite. It is a dipeptide and a methyl ester. It derives from a L-leucine and a 3-aminoalanine.